boc-D-cystein C(=O)(OC(C)(C)C)N[C@H](CS)C(=O)O